N1C=NC(=C1)CCC(=O)O 3-(1H-imidazol-4-yl)propanoic acid